1-[6-(2-methylbenzoyl)-9-ethylcarbazole-3-yl]-propan-1-one CC1=C(C(=O)C=2C=C3C=4C=C(C=CC4N(C3=CC2)CC)C(CC)=O)C=CC=C1